3-(2-{5-[(1R,4R,7R)-7-Amino-2-azabicyclo[2.2.1]heptan-2-carbonyl]-7-methoxy-1-methyl-1H-1,3-benzodiazol-2-yl}-1-(cyclopropylmethyl)-1H-indol-7-yl)piperidin-1-carboxamid N[C@H]1[C@@H]2N(C[C@H]1CC2)C(=O)C2=CC1=C(N(C(=N1)C=1N(C3=C(C=CC=C3C1)C1CN(CCC1)C(=O)N)CC1CC1)C)C(=C2)OC